C(CCCCCCC\C=C/CCCCCCCC)(=O)OCOC(=O)N(C1C2CCC(C1C1=CC=CC=C1)C2)CC N-((Z)-Octadec-9-enoyloxymethoxycarbonyl)-(-)-N-ethyl-3-phenylbicyclo[2.2.1]heptan-2-amine